hydroxy-4,4-dimethylcyclopentanone OC1C(CC(C1)(C)C)=O